BrC1=C(C2=CN(N=C2C=C1)C1CC1)Cl 5-Bromo-4-chloro-2-cyclopropyl-2H-indazole